(S)-6-benzhydryl-11-(benzyloxy)-3-vinyl-5H-imidazo[1,2-a]pyrido[2,1-c]pyrazin-10(6H)-one C(C1=CC=CC=C1)(C1=CC=CC=C1)[C@@H]1N2C(C=3N(C1)C(=CN3)C=C)=C(C(C=C2)=O)OCC2=CC=CC=C2